N-(5-(5,5-difluoro-1-(vinylsulfonyl)piperidine-3-carboxamido)pyridin-2-yl)-6-(1H-pyrazol-5-yl)picolinamide FC1(CC(CN(C1)S(=O)(=O)C=C)C(=O)NC=1C=CC(=NC1)NC(C1=NC(=CC=C1)C1=CC=NN1)=O)F